tert-Butyl 3-(4-(2-(2-(tert-butoxycarbonylamino)acetyl)hydrazinecarbonyl)thiazole-2-carbonyl)-1H-indole-1-carboxylate C(C)(C)(C)OC(=O)NCC(=O)NNC(=O)C=1N=C(SC1)C(=O)C1=CN(C2=CC=CC=C12)C(=O)OC(C)(C)C